trans-4-((tert-butyldimethylsilyl)oxy)-N-((trans-4-(4-methoxy-3-methylphenyl)cyclohexyl)methyl)-N-(3-(4-methyl-1H-pyrazol-1-yl)phenyl)cyclohexanecarboxamide [Si](C)(C)(C(C)(C)C)O[C@@H]1CC[C@H](CC1)C(=O)N(C1=CC(=CC=C1)N1N=CC(=C1)C)C[C@@H]1CC[C@H](CC1)C1=CC(=C(C=C1)OC)C